5-amino-3-[4-[[(2-methoxybenzoyl)amino]methyl]phenyl]-1-[5-(trifluoromethyl)-2-pyridinyl]pyrazole-4-carboxamide NC1=C(C(=NN1C1=NC=C(C=C1)C(F)(F)F)C1=CC=C(C=C1)CNC(C1=C(C=CC=C1)OC)=O)C(=O)N